NC1=NC=2C=C(C(=CC2C2=C1COC2)C(=O)N([C@H]2COC1=C2C=NC(=C1)C(F)(F)F)C)Cl 4-amino-7-chloro-N-methyl-N-((3R)-6-(trifluoromethyl)-2,3-dihydrofuro[3,2-c]pyridin-3-yl)-1,3-dihydrofuro[3,4-c]-quinoline-8-carboxamide